tert-Butyl 3-(benzo[d]thiazol-2-yl)-2-(3-((2-methoxyethyl)amino)propanamido)-5,7-dimethyl-4,7-dihydrothieno[2,3-c]pyridine-6(5H)-carboxylate S1C(=NC2=C1C=CC=C2)C2=C(SC=1C(N(C(CC12)C)C(=O)OC(C)(C)C)C)NC(CCNCCOC)=O